SC[SiH](OC)OC Mercaptomethyl-dimethoxysilane